COC[C@H](CO)OC1OCCCC1 (2S)-3-methoxy-2-(oxan-2-yloxy)propan-1-ol